6-methyl-2-(4-((4-nitrophenyl)sulfonyl)piperidin-1-yl)pyrimidine-4-carbonitrile CC1=CC(=NC(=N1)N1CCC(CC1)S(=O)(=O)C1=CC=C(C=C1)[N+](=O)[O-])C#N